COC=1C=C2C(=NC=NC2=CC1OC)OC1=CC(=C(C(=C1)F)C(C(=O)NC1=CC=C(C=C1)F)=O)F (4-((6,7-dimethoxyquinazolin-4-yl)oxy)-2,6-difluorophenyl)-N-(4-fluorophenyl)-2-oxoacetamide